CC1(N(CCC1)CC(=O)NC=1C=C(C(=NC1)C)NC(=O)C=1C=NN2C1SC(=C2)C=2C(=NC=CC2)F)C N-(5-(2-(2,2-dimethylpyrrolidin-1-yl)acetamido)-2-methylpyridin-3-yl)-2-(2-fluoropyridin-3-yl)pyrazolo[5,1-b]thiazole-7-carboxamide